C1(=CC=CC=C1)C(=S)SC(C(=O)O)CCC ((phenylcarbonothioyl)thio)pentanoic acid